[Br-].[Br-].[Br-].[Br-].[Li+].[Li+] dilithium tetrabromide